NC=1C=C(C=CC1)CC=1C(=NC=2N(C1N(C)C)N=CN2)C 6-[(3-aminophenyl)methyl]-N,N,5-trimethyl-[1,2,4]triazolo[1,5-a]pyrimidin-7-amine